4,6-diamino-2-benzindole NC1=C2C=NCC2=C2C(=C1)C(=CC=C2)N